OC(CC(=O)O)CCCCCCCCC 3-Hydroxydodecanic acid